FC(OC1=C(C=CC=C1)S(=O)(=O)N1CC2(C1)CN(C2)C(=O)N2CC1(C2)NC(OC1)=O)(F)F 2-[2-[2-(trifluoromethoxy)phenyl]sulfonyl-2,6-diazaspiro[3.3]heptane-6-carbonyl]-7-oxa-2,5-diazaspiro[3.4]octan-6-one